7-(1-naphthylmethyl)-5-oxo-8-(3-trifluoromethylphenyl)-2,3-dihydro-5H-[1,3]thiazolo[3,2-a]pyridine-3-carboxylic acid, lithium salt [Li+].C1(=CC=CC2=CC=CC=C12)CC=1C(=C2N(C(C1)=O)C(CS2)C(=O)[O-])C2=CC(=CC=C2)C(F)(F)F